ClC=1C(=NC(=NC1)NC1CC(CCC1)C(=O)N)C1CN(CC1)C(C1=CC=C(C=C1)F)=O 3-((5-chloro-4-(1-(4-fluorobenzoyl)pyrrolidin-3-yl)pyrimidin-2-yl)amino)cyclohexane-1-carboxamide